3-(2-aminoethyl)aminopropyl-trimethoxysilane tert-butyl-(S)-3-isopropyl-4-methylpiperazine-1-carboxylate C(C)(C)(C)OC(=O)N1C[C@@H](N(CC1)C)C(C)C.NCCNCCC[Si](OC)(OC)OC